ethyl (S)-3-(3'-fluorobiphenyl-3-yl)-3-(3-(4-hydroxy-1,5-dimethyl-2-oxo-1,2-dihydropyridin-3-yl)ureido)propanoate FC=1C=C(C=CC1)C1=CC(=CC=C1)[C@H](CC(=O)OCC)NC(=O)NC=1C(N(C=C(C1O)C)C)=O